IC=1C(=NN(N1)C)C=O 5-iodo-2-methyl-2H-1,2,3-triazole-4-carbaldehyde